(((2S,4S)-4-((2-((2,4-difluorophenoxy)methyl)pyrimidin-4-yl)oxy)-2-methylpiperidin-1-yl)methyl)-1-(((R)-1,1-dioxidothietan-2-yl)methyl)-1H-benzo[d]imidazole-6-carboxylic acid FC1=C(OCC2=NC=CC(=N2)O[C@@H]2C[C@@H](N(CC2)CC2=NC3=C(N2C[C@@H]2S(CC2)(=O)=O)C=C(C=C3)C(=O)O)C)C=CC(=C1)F